2-({7-amino-1-oxo-4-[3-(pyridin-3-yl)-1H-indazol-5-yl]-2,3-dihydro-1H-isoindol-2-yl}methyl)prop-2-enenitrile NC=1C=CC(=C2CN(C(C12)=O)CC(C#N)=C)C=1C=C2C(=NNC2=CC1)C=1C=NC=CC1